CC1=C(CN2C(=NC3=C2C=CC=C3)C=O)C=CC=C1 1-(2-methylbenzyl)-1H-benzimidazole-2-carbaldehyde